S1C=NC=C1N1C(C2=C(C=C1)C=CN2)=O 6-(1,3-thiazol-5-yl)-1H,6H,7H-pyrrolo[2,3-c]pyridin-7-one